BrC1=NN2C(N=C(C=C2NC[C@@]2([C@@H](C2)CO)C2=NC=CC=C2)C(F)(F)F)=C1 |o1:11,12| ((1R*,2R*)-2-(((2-bromo-5-(trifluoromethyl)pyrazolo[1,5-a]pyrimidin-7-yl)amino)methyl)-2-(pyridin-2-yl)cyclopropyl)methanol